methyl (S)-2-((4-(6-((4-cyano-2-fluorobenzyl)oxy)pyridin-2-yl)piperidin-1-yl)methyl)-1-(oxetan-2-ylmethyl)-1H-thieno[2,3-d]imidazole-5-carboxylate C(#N)C1=CC(=C(COC2=CC=CC(=N2)C2CCN(CC2)CC=2N(C3=C(N2)SC(=C3)C(=O)OC)C[C@H]3OCC3)C=C1)F